6-(2-(2-METHOXYPROPAN-2-YL)THIAZOL-5-YL)-N-(1-METHYL-1H-INDAZOL-7-YL)PYRIDINE-3-SULFONAMIDE COC(C)(C)C=1SC(=CN1)C1=CC=C(C=N1)S(=O)(=O)NC=1C=CC=C2C=NN(C12)C